[Na].C(C)(C)(C)C1N=C(C2=CC=C(C=C2C1)CCC=O)C tert-butyl-1-methyl-6-(3-oxopropyl)-3,4-dihydroisoquinoline sodium